4,5-difluoro-1,3-benzoxazol-2(3H)-one FC1=C(C=CC2=C1NC(O2)=O)F